(S)-3-(3-(4-hydroxy-1-methyl-2-oxo-1,2-dihydropyridin-3-yl)ureido)-3-(5-(trifluoromethyl)biphenyl-3-yl)propionic acid ethyl ester C(C)OC(C[C@@H](C=1C=C(C=C(C1)C(F)(F)F)C1=CC=CC=C1)NC(=O)NC=1C(N(C=CC1O)C)=O)=O